ClC1=C(C=CC(=C1)Cl)[C@@H](C)N1N=NC2=C1C=C(C=C2OC)N2CC(C2)[C@@H]2CNCCC2 (R)-3-(1-(1-((R)-1-(2,4-dichlorophenyl)ethyl)-4-methoxy-1H-benzo[d][1,2,3]triazol-6-yl)azetidin-3-yl)-piperidin